CN1C(C(=C(C2=CC=CC(=C12)C)N1CCC(CC1)(C=1OC2=C(N1)C=C(C=C2)C)C)C#N)=O 1,8-Dimethyl-4-[4-methyl-4-(5-methyl-1,3-benzooxazol-2-yl)piperidin-1-yl]-2-oxo-1,2-dihydroquinoline-3-carbonitrile